IC1=CC=C2C(=NN(C2=C1)C1OCCCC1)C1=NN(C2=CC(=CC=C12)I)C1OCCCC1 6,6'-diiodo-1,1'-bis(tetrahydro-2H-pyran-2-yl)-1H,1'H-3,3'-bi-indazole